[Si](C)(C)(C(C)(C)C)O[C@H]1C[C@@H](NC1)C=1N=C2N(C=C(C=C2)C2CC2)C1 2-((2R,4S)-4-((tert-butyldimethylsilyl)oxy)pyrrolidin-2-yl)-6-cyclopropylimidazo[1,2-a]pyridine